[1,4-diazonin-6-yl]propanoate N1C=CN=CC(=CC=C1)OC(CC)=O